C(=O)(OC(C)(C)C)N[C@@H](CCCNC(=O)OCC1=CC=CC=C1)C(=O)O Boc-Nδ-Cbz-L-ornithine